C1(CC1)CC1=NN=NN1CC1=C(N=NN1C)C1=CC=C(C=N1)O[C@@H]1C[C@H](CCC1)C(=O)OC(C)C Isopropyl (1S,3S)-3-((6-(5-((5-(cyclopropylmethyl)-1H-tetrazol-1-yl)methyl)-1-methyl-1H-1,2,3-triazol-4-yl)pyridin-3-yl)oxy)cyclohexane-1-carboxylate